5-amino-3-(4-bromophenyl)-1-isopropyl-pyrazole-4-carbonitrile NC1=C(C(=NN1C(C)C)C1=CC=C(C=C1)Br)C#N